1-bromo-2-ethylbenzene BrC1=C(C=CC=C1)CC